C1(CC1)C=1C=2N(C=CC1)N=C(C2)[C@H]2N(CCC1=C2N=CN1)C(=O)C=1OC(=NN1)C1=NC=CC=C1 (S)-(4-(4-cyclopropylpyrazolo[1,5-a]pyridin-2-yl)-1,4,6,7-tetrahydro-5H-imidazo[4,5-c]pyridin-5-yl)(5-(pyridin-2-yl)-1,3,4-oxadiazol-2-yl)methanone